CN(C1=C(C(=C(C=2N1N=CN2)C#N)C)CC2=CC=C(C=C2)S(=O)(C)=N)C 5-(dimethylamino)-6-({4-[imino(methyl)oxo-λ6-sulfanyl]phenyl}methyl)-7-methyl-[1,2,4]triazolo[1,5-a]pyridine-8-carbonitrile